2,2-dimethylbenzo[d][1,3]dioxole-5-carboxamide CC1(OC2=C(O1)C=CC(=C2)C(=O)N)C